ClC1=CC(=C(C=C1)COC1=NC=CC=C1C1=CC(=C(C=C1F)CC(=O)NC1=C(C=C(C(=O)OC)C=C1)NC[C@H]1OCC1)F)F methyl 4-[[2-[4-[2-[(4-chloro-2-fluoro-phenyl)methoxy]-3-pyridyl]-2,5-difluoro-phenyl]acetyl]amino]-3-[[(2S)-oxetan-2-yl]methylamino]benzoate